5-(3-cyanophenoxy)-2-fluorobenzoic acid C(#N)C=1C=C(OC=2C=CC(=C(C(=O)O)C2)F)C=CC1